C12CC(CC2C1)NC1=NN2C(C(=N1)OC)=C(C(=C2)F)C=2C=C(C=1N(C2)C(=CN1)C(=O)NC)F 6-(2-(bicyclo[3.1.0]hexan-3-ylamino)-6-fluoro-4-methoxypyrrolo[2,1-f][1,2,4]triazin-5-yl)-8-fluoro-N-methylimidazo[1,2-a]pyridine-3-carboxamide